N-[2-[2,4-dichloro-phenoxy]phenyl]-3-(difluoromethyl)-1-methyl-pyrazol-4-carboxamide ClC1=C(OC2=C(C=CC=C2)NC(=O)C=2C(=NN(C2)C)C(F)F)C=CC(=C1)Cl